C1[C@@H]([C@H](O[C@H]1N2C=NC3=C2N=C(NC3=O)N)COP(=O)(O)O[C@H]4C[C@@H](O[C@@H]4COP(=O)(O)O[C@H]5C[C@@H](O[C@@H]5COP(=O)(O)O[C@H]6C[C@@H](O[C@@H]6CO)N7C=NC8=C7N=C(NC8=O)N)N9C=CC(=NC9=O)N)N1C=NC2=C(N=CN=C21)N)O The molecule is a single-stranded DNA oligonucleotide comprised of one deoxycytidine, one deoxyadenosine and two deoxyguanosine residues connected by 3'->5' phosphodiester linkages in the sequence GCAG.